ClC=1C=C2C(=CC(=NC2=CC1)C(F)(F)F)N[C@@H]1C[C@@H](CCC1)NC(C1=CN=C(C=C1)F)=O N-((1R,3S)-3-((6-chloro-2-(trifluoromethyl)quinolin-4-yl)amino)cyclohexyl)-6-fluoronicotinamide